C(C)NC1=NC=2C=C(C(=CC2C2=C1CC(C2)(F)F)OC)OCCCN2CCCC2 N-ethyl-2,2-difluoro-8-methoxy-7-(3-(pyrrolidin-1-yl)propoxy)-2,3-dihydro-1H-cyclopenta[c]quinolin-4-amine